ClC1=C(C(=C(C#N)C(=C1)OC1CC1)C=1N(N=CC1I)C)C 4-chloro-6-(cyclopropoxy)-2-(4-iodo-2-methyl-pyrazol-3-yl)-3-methyl-benzonitrile